CC(=O)N[C@@H]1[C@H]([C@H]([C@H](O[C@@H]1OC[C@@H](C(=O)O)N)CO)O)O The molecule is a non-proteinogenic L-amino acid that is N-acetyl-alpha-D-galactosamine linked via an alpha glycosidic bond to the O at position 3 of L-serine. It is a L-serine derivative and a non-proteinogenic L-alpha-amino acid.